C(CCC)C1=NC=2C(=C(N=NC2Cl)Cl)N1 2-butyl-4,7-dichloro-1H-imidazo[4,5-d]pyridazine